3',4',5'-trimethoxy-[1,1'-biphenyl]-4-carboxylic acid COC=1C=C(C=C(C1OC)OC)C1=CC=C(C=C1)C(=O)O